FC1=CC=C2C=C(C(C2=C1)=O)C1=CC=CC=C1 6-fluoro-2-phenyl-1-indenone